(R)-(4-fluoro-2-methylphenyl)(3-(4-((1-(3-fluoropropyl)pyrrolidin-3-yl)amino)phenoxy)-6-hydroxybenzo[b]thiophen-2-yl)methanone FC1=CC(=C(C=C1)C(=O)C1=C(C2=C(S1)C=C(C=C2)O)OC2=CC=C(C=C2)N[C@H]2CN(CC2)CCCF)C